6-(2-chloro-4-fluoro-5-methoxy-phenyl)-3-[5-(2,2-difluoroethoxy)-3-pyridyl]-1H-thieno[3,2-d]pyrimidine-2,4-dione ClC1=C(C=C(C(=C1)F)OC)C1=CC=2NC(N(C(C2S1)=O)C=1C=NC=C(C1)OCC(F)F)=O